ClC=1C=C2C(N(C(=NC2=CC1)NC1=CC(=CC=C1)S(=O)(=O)C)C1=CC=CC=C1)=O 6-chloro-2-[3-(methanesulfonyl)anilino]-3-phenylquinazolin-4(3H)-one